CC1=C(OC=2C(=CC(N(C2)CC)=O)C=2C3=C(C(N(C2)C)=O)NC=C3)C(=CC=C1)C 4-(5-(2,6-dimethylphenoxy)-1-ethyl-2-oxo-1,2-dihydropyridin-4-yl)-6-methyl-1,6-dihydro-7H-pyrrolo[2,3-c]pyridin-7-one